rhodium hexachlororhodium(III) Cl[Rh-3](Cl)(Cl)(Cl)(Cl)Cl.[Rh+3]